(2-((trimethylsilyl)ethynyl)phenyl)methanol C[Si](C)(C)C#CC1=C(C=CC=C1)CO